8-((2s,5r)-2,5-dimethyl-4-(1-(5-methyl-1,3,4-oxadiazol-2-yl)ethyl)piperazin-1-yl)-5-methyl-6-oxo-5,6-dihydro-1,5-naphthyridine-2-carbonitrile C[C@@H]1N(C[C@H](N(C1)C(C)C=1OC(=NN1)C)C)C1=CC(N(C=2C=CC(=NC12)C#N)C)=O